N1(CCNCC1)CC 2-(piperazin-1-yl)ethane